FC1=C(C=NC(=C1)OC)[C@@H](CC1=NC(=NC(=N1)N[C@@H](CO)CC(C)C)CS(=O)(=O)N)C (4-((R)-2-(4-fluoro-6-methoxypyridin-3-yl)propyl)-6-(((R)-1-hydroxy-4-methylpent-2-yl)amino)-1,3,5-triazin-2-yl)methanesulfonamide